tetrahydrobenzothiophene-2-carboxylate S1C(CC2C1=CC=CC2)C(=O)[O-]